1-(ethoxy)-5-methylphthalazine C(C)OC1=NN=CC2=C(C=CC=C12)C